C(C)(C)(C)OC(=O)NC1=NC(=CC(=C1)C[S@](=O)(C)=NC(OC(C)(C)C)=O)OCCCCO |r| (rac)-tert-butyl [({2-[(tert-butoxycarbonyl)amino]-6-(4-hydroxybutoxy)pyridin-4-yl}methyl)(methyl)oxido-λ6-sulfanylidene]carbamate